3-iodo-1-isopropyl-1H-pyrrolo[2,3-c]pyridine IC1=CN(C2=CN=CC=C21)C(C)C